2-(5-Chloro-2-methylphenyl)pyridin-3-yl-[1,2,4]triazolo[1,5-a]pyridin ClC=1C=CC(=C(C1)C1=NC=CC=C1C1=NN2C(C=CC=C2)=N1)C